4-[6-(1-Hydroxy-1-methyl-ethyl)-5-[[6-(trifluoromethyl)pyridine-2-carbonyl]amino]indazol-2-yl]cyclohexanecarboxylic acid OC(C)(C)C=1C(=CC2=CN(N=C2C1)C1CCC(CC1)C(=O)O)NC(=O)C1=NC(=CC=C1)C(F)(F)F